octadecanedioic acid, mono-t-butyl ester C(CCCCCCCCCCCCCCCCC(=O)[O-])(=O)OC(C)(C)C